Isopropoxyvinyl-benzene C(C)(C)OC=CC1=CC=CC=C1